3-isobutyrylamino-2-phenylpropanamide C(C(C)C)(=O)NCC(C(=O)N)C1=CC=CC=C1